ClC1=C(C=CC=C1)C=1N=C(SC1)NC(C1=NC=C(C=C1)N1C(COCC1)C)=O N-(4-(2-chlorophenyl)thiazol-2-yl)-5-(3-methylmorpholino)picolinamide